CC=1C(=C2C=CNC2=C(C1)C)CC1C(CC(CC1)(F)F)C1=CC=C(C(=O)O)C=C1 4-(2-((5,7-dimethyl-1H-indol-4-yl)methyl)-5,5-difluorocyclohexyl)benzoic acid